(naphthyldimethylfluorenyl)(biphenylyl)(diphenylfluorenyl)amine C1(=CC=CC2=CC=CC=C12)C1=C(C(=C(C=2CC3=CC=CC=C3C12)N(C1=C(C(=CC=2C3=CC=CC=C3CC12)C1=CC=CC=C1)C1=CC=CC=C1)C1=C(C=CC=C1)C1=CC=CC=C1)C)C